2-amino-5-(2,5-difluorophenyl)-4-oxo-4,5-dihydrofuran-3-yl-5-d phenylmethanesulfonate C1(=CC=CC=C1)CS(=O)(=O)OC1=C(OC(C1=O)([2H])C1=C(C=CC(=C1)F)F)N